ClC=1C=CC(=NC1)S(=O)(=O)C1=CC=C(C=C1)NC(=O)NCC=1C=NNC1 1-[4-(5-Chloro-pyridin-2-sulfonyl)-phenyl]-3-(1H-pyrazol-4-ylmethyl)-urea